C(C)(=O)N1CC=2N(CC1)N=C(C2)NC=2C(N(C=C(C2)Br)C)=O 3-(5-Acetyl-4,5,6,7-tetrahydropyrazolo[1,5-a]pyrazin-2-ylamino)-5-bromo-1-methylpyridin-2(1H)-one